diethylbenzyldiethylbenzyldodecasiloxane C(C)[SiH](O[Si](O[Si](CC1=CC=CC=C1)(CC)CC)(CC1=CC=CC=C1)CC)O[SiH2]O[SiH2]O[SiH2]O[SiH2]O[SiH2]O[SiH2]O[SiH2]O[SiH2]O[SiH3]